FC([C@@H](CO)NC(OC(C)(C)C)=O)([2H])[2H] tert-butyl N-[(2R)-1-fluoro-3-hydroxy(1,1-2H2)propan-2-yl]carbamate